CC1=NC(=C(C2=CC=CC=C12)C(F)(F)F)C1=CC=C(C2=C1OCCO2)CCC(=O)O 3-(8-(1-methyl-4-(trifluoromethyl)isoquinolin-3-yl)-2,3-dihydrobenzo[b][1,4]dioxin-5-yl)propanoic acid